(E)-ethyl 3-(2,3-dichloro-6-((2-(trimethylsilyl)ethoxy)methoxy)phenyl)acrylate ClC1=C(C(=CC=C1Cl)OCOCC[Si](C)(C)C)/C=C/C(=O)OCC